1-(4-phenylsulfonylphenyl)-butan-1,2-dione-2-oxime C1(=CC=CC=C1)S(=O)(=O)C1=CC=C(C=C1)C(C(CC)=NO)=O